(3R)-3-(1,4-dimethyl-1H-benzotriazol-5-yl)-3-[7-(hydroxymethyl)-1-benzothien-5-yl]propionic acid ethyl ester C(C)OC(C[C@H](C=1C=C(C2=C(C=CS2)C1)CO)C1=C(C2=C(N(N=N2)C)C=C1)C)=O